[Cl-].C1=CCCC=CCC1.[Ir+3].[Cl-].[Cl-] iridium 1,5-cyclooctadiene chloride